FC1=C(OC2=NC=CC=C2C(=O)N)C=CC(=C1)CC(=O)NC1=NN2C(C=C(C=C2)OCC(C)(C)O)=N1 (2-fluoro-4-(2-((7-(2-hydroxy-2-methylpropyloxy)-[1,2,4]triazolo[1,5-a]pyridin-2-yl)amino)-2-oxoethyl)phenoxy)pyridine-3-carboxamide